2,6-Di-tert-butyl-4-(4,4-difluoropiperidin-1-yl)phenol C(C)(C)(C)C1=C(C(=CC(=C1)N1CCC(CC1)(F)F)C(C)(C)C)O